6-[[3-methyl-5-(trifluoromethyl)pyrazol-1-yl]methyl]-2-azaspiro[3.3]heptane CC1=NN(C(=C1)C(F)(F)F)CC1CC2(CNC2)C1